6,7-dichloro-1-methylquinoxalin ClC=1C=C2N=CCN(C2=CC1Cl)C